2-[[4-[3-(aminocarbonyl)-1-piperidinyl]-6-(4-methyl-1-piperazinyl)-2-pyrimidinyl]amino]-4-methyl-5-thiazolecarboxylic acid ethyl ester C(C)OC(=O)C1=C(N=C(S1)NC1=NC(=CC(=N1)N1CC(CCC1)C(=O)N)N1CCN(CC1)C)C